lithioalumane [Li][AlH2]